N1CC(CC1)OC1=C(C=NC=C1)NCC=1C=C2N=CC=NC2=CC1 4-(Pyrrolidin-3-yloxy)-N-(quinoxalin-6-ylmethyl)pyridin-3-amine